NC=1C(=NC(=CN1)C1=C(C=CC(=C1)C=1C=NN(C1)CC(C)(C)O)F)C(=O)N[C@@H]1CNCC(C1)(F)F (S)-3-amino-N-(5,5-difluoropiperidin-3-yl)-6-(2-fluoro-5-(1-(2-hydroxy-2-methylpropyl)-1H-pyrazol-4-yl)phenyl)pyrazine-2-carboxamide